ClC1=C(C=C2NC(C(N(C2=C1)C=1C(=NC=CC1)C)=O)=O)OC 7-Chloro-6-methoxy-1-(2-methylpyridin-3-yl)-1,4-dihydroquinoxaline-2,3-dione